S(OC1=CC=C(C=C1)OCC1=CC=C(C=C1)C1=CC=NN1C)(=O)(=O)F 4-((4-(1-methyl-1H-pyrazol-5-yl)benzyl)oxy)phenyl sulfurofluoridate